5-((5-(5-(((1R,3S)-3-Aminocyclopentyl)oxy)-3-fluoro-2-methylpyridin-4-yl)-1H-pyrazol-3-yl)amino)pyrazine-2-carbonitrile formic acid salt C(=O)O.N[C@@H]1C[C@@H](CC1)OC=1C(=C(C(=NC1)C)F)C1=CC(=NN1)NC=1N=CC(=NC1)C#N